(2S,3R)-3-((2-aminopyridin-4-yl)methyl)-N2-(4-thiazolyl)-N1-((R)-1-phenylpropyl)-N2-methyl-4-oxoazetidine-1,2-dicarboxamide NC1=NC=CC(=C1)C[C@@H]1[C@H](N(C1=O)C(=O)N[C@H](CC)C1=CC=CC=C1)C(=O)N(C)C=1N=CSC1